(1S,2R)-2-((5-amino-2-(1H-pyrazol-5-yl)thieno[3,2-b]pyridin-7-yl)amino)cyclopentanol NC1=CC(=C2C(=N1)C=C(S2)C2=CC=NN2)N[C@H]2[C@H](CCC2)O